2,2,2-trifluoroethyl 2-oxo-2-[rac-(5S)-5-methyl-2-(2-methyl-3,4-dihydro-1H-isoquinolin-7-yl)-1-piperidyl]acetate O=C(C(=O)OCC(F)(F)F)N1C(CC[C@@H](C1)C)C1=CC=C2CCN(CC2=C1)C |r|